C1COC1 1,3-trimethylene oxide